FC1=C(C2=C(C(=N1)OC)N=C(S2)NC(C2=CC=C(C(=O)N(C)CCO)C=C2)=O)C2CCOCC2 N-[6-Fluoro-4-methoxy-7-(tetrahydro-pyran-4-yl)-thiazolo[4,5-c]pyridin-2-yl]-N'-(2-hydroxy-ethyl)-N'-methyl-terephthalamide